(1R,4R,5R)-Benzyl 5-(tert-butoxycarbonylamino)-2-azabicyclo[2.2.1]heptane-2-carboxylate C(C)(C)(C)OC(=O)N[C@H]1[C@H]2CN([C@@H](C1)C2)C(=O)OCC2=CC=CC=C2